C(C1=CC=CC=C1)OC=1C=C(C=CC1OCC1=CC=CC=C1)CN (3,4-bis(benzyloxy)phenyl)methylamine